N-(5-(2-Cyano-5-(3,3,3-trifluoro-2-hydroxy-2-methylpropoxy)pyridin-4-yl)pyrazolo[1,5-a]pyridin-2-yl)cyclopropanecarboxamide C(#N)C1=NC=C(C(=C1)C1=CC=2N(C=C1)N=C(C2)NC(=O)C2CC2)OCC(C(F)(F)F)(C)O